methyldimethoxycyclopropylcarbamate COC(NC1C(C1OC)OC)=O